(E)-4-azido-5-(1-(2,3-dichlorophenyl)prop-1-en-2-yl)-2-(methylthio)pyrimidine N(=[N+]=[N-])C1=NC(=NC=C1/C(=C/C1=C(C(=CC=C1)Cl)Cl)/C)SC